3-chloro-2-((4-methoxybenzyl)(methyl)amino)pyridin-4-ylboronic acid ClC=1C(=NC=CC1B(O)O)N(C)CC1=CC=C(C=C1)OC